(S)-3-(2-(3-(Difluoromethoxy)pyrrolidin-1-yl)ethyl)-5-methoxy-1H-indole FC(O[C@@H]1CN(CC1)CCC1=CNC2=CC=C(C=C12)OC)F